N-(4-chloro-1H-indol-6-yl)-5-(oxolan-3-yl)-1H-1,3-benzodiazol-2-amine ClC1=C2C=CNC2=CC(=C1)NC1=NC2=C(N1)C=CC(=C2)C2COCC2